C1(CCCCC1)NC(C1=CC=C(C=C1)C1(CCC1)C(NC1=NC=C(C=C1)F)=O)=O N-cyclohexyl-4-{1-[(5-fluoropyridin-2-yl)carbamoyl]cyclobutyl}benzamide